C(C)(C)(C)OC(=O)N1C(CNCC1)COC1=C2C(NC(N(C2=CC(=C1)Br)C=1C(=NC=CC1C)C(C)C)=O)=O (((7-bromo-1-(2-isopropyl-4-methylpyridin-3-yl)-2,4-dioxo-1,2,3,4-tetrahydroquinazolin-5-yl)oxy)methyl)piperazine-1-carboxylic acid tert-butyl ester